O1CCN(CC1)C1=CC=C(C=C1)NC(=O)NC1=CC=C(C=C1)OC1=CC=CC=C1 1-(4-morpholinophenyl)-3-(4-phenoxyphenyl)urea